NC1=NC=NN2C1=C(C=C2C=2C=C(C(=NC2)C)C(=O)N[C@@H]2CN(C[C@@H]2F)C(=O)C2(CCC2)F)C(F)(F)F 5-[4-amino-5-(trifluoromethyl)pyrrolo[2,1-f][1,2,4]triazin-7-yl]-N-[(3R,4S)-4-fluoro-1-(1-fluorocyclobutanecarbonyl)pyrrolidin-3-yl]-2-methylpyridine-3-carboxamide